oxylpropylphosphonic acid OCCCP(O)(O)=O